C(C=C)OCC1=C(C(=CC(=C1)C)C)C1=CC(=C(C(=C1)C1CC1)F)[C@H](CC(=O)O)NC(=O)OC(C)(C)C (S)-3-(2'-((Allyloxy)methyl)-5-cyclopropyl-4-fluoro-4',6'-dimethyl-[1,1'-biphenyl]-3-yl)-3-((tert-butoxycarbonyl)amino)propanoic acid